7'-((1R,3R)-3-hydroxycyclohexyl)-2'-((3-(trifluoromethyl)-1H-pyrazol-4-yl)amino)spiro[cyclopropane-1,5'-pyrrolo[2,3-d]pyrimidin]-6'(7'H)-one O[C@H]1C[C@@H](CCC1)N1C(C2(C3=C1N=C(N=C3)NC=3C(=NNC3)C(F)(F)F)CC2)=O